F[C@@H]1[C@@H](C1)C(=O)NC1=NC=C2C=C(C=3N(C2=C1)N=CN3)C=3C=NC(=CC3C)[C@@H](CC)O (1S,2S)-2-fluoro-N-(4-{6-[(1R)-1-hydroxypropyl]-4-methylpyridin-3-yl}-[1,2,4]triazolo[1,5-a]1,6-naphthyridin-8-yl)cyclopropane-1-carboxamide